4-fluoro-5-(1-(8-isopropyl-8-azabicyclo[3.2.1]oct-3-yl)piperidin-4-yl)-1-methyl-2-(4-(methylsulfonyl)phenyl)-1H-benzo[d]imidazole FC1=C(C=CC=2N(C(=NC21)C2=CC=C(C=C2)S(=O)(=O)C)C)C2CCN(CC2)C2CC1CCC(C2)N1C(C)C